CN1C=NC2=C1C=CC=C2C2=C(N=C(C(=N2)C(=O)N)NC2=CC=C(C=C2)N2CCOCC2)SC 6-(1-Methylbenzimidazol-4-yl)-5-methylsulfanyl-3-(4-morpholinoanilino)pyrazin-2-carboxamid